[Si](C)(C)(C(C)(C)C)OCC=1N=C(SC1C)CCCC#N 4-(4-(((tert-butyldimethylsilyl)oxy)methyl)-5-methylthiazol-2-yl)butanenitrile